2-(sec-butyl)-3-ethylbenzo[4,5]imidazo[1,2-a]pyrimidin-4-yl isobutyrate C(C(C)C)(=O)OC1=C(C(=NC=2N1C1=C(N2)C=CC=C1)C(C)CC)CC